FC(CN(C1=NC(NC2=CC=CC(=C12)F)=O)C1=C(C(=NC=C1)C#CC1(CC1)C)F)F 4-[2,2-difluoroethyl-[3-fluoro-2-[2-(1-methyl-cyclopropyl)ethynyl]-4-pyridyl]amino]-5-fluoro-1H-quinazolin-2-one